diisopropyl-(4-phenylthiophenyl)sulfoxonium C(C)(C)[S+](=O)(C1=CC=C(C=C1)SC1=CC=CC=C1)C(C)C